[C@@H]12NC[C@@H](CC1)[C@H]2NC(OC(C)(C)C)=O tert-butyl (1R,4R,7R)-2-azabicyclo[2.2.1]hept-7-ylcarbamate